(R)-4-(7-(3-aminopiperidine-1-yl)-3-(m-tolyl)-3H-imidazo[4,5-b]pyridine-2-yl)-2-fluorobenzonitrile N[C@H]1CN(CCC1)C1=C2C(=NC=C1)N(C(=N2)C2=CC(=C(C#N)C=C2)F)C=2C=C(C=CC2)C